(2'S,4R,4'S)-3-methyl-1,2'-diphenyl-1'-tosyl-4'-vinyl-1',4'-dihydro-2'H-spiro[pyrazole-4,3'-quinolin]-5(1H)-one CC1=NN(C([C@]12[C@@H](N(C1=CC=CC=C1[C@@H]2C=C)S(=O)(=O)C2=CC=C(C)C=C2)C2=CC=CC=C2)=O)C2=CC=CC=C2